C1(=CC=CC=C1)[B-](C1=CC=CC=C1)(C1=CC=CC=C1)C1=CC=CC=C1.[K+] potassium tetraphenylborate